C(C)(C)C1=C(C=CC=C1)N1CC2(CC1)CC(C1=CC=CC=C12)O (2-isopropylphenyl)-2,3-dihydrospiro[inden-1,3'-pyrrolidin]-3-ol